p-chloro-N-methoxycarbonyl-aniline ClC1=CC=C(NC(=O)OC)C=C1